4-(4-methyl-4,6,6a,7,9,10-hexahydro-8H-pyrazino[1,2-a]pyrrolo[4,3,2-de]quinolin-8-yl)-1-butanol CN1C=C2CC3N(C=4C=CC=C1C24)CCN(C3)CCCCO